2-methyl-2,5-dihydro-1H-pyrrole-1-carboxylate CC1N(CC=C1)C(=O)[O-]